COC(C1CCN(CC1)C1=C(C=C(C=C1)[C@@H]1C=2C=CC(=CC2CC[C@@H]1CC(C)C)O)F)OC (5R,6R)-5-(4-(4-(dimethoxymethyl)piperidin-1-yl)-3-fluorophenyl)-6-isobutyl-5,6,7,8-Tetrahydronaphthalene-2-ol